CC=1C(=NC(=CC1)C)N 3,6-dimethylpyridin-2-amine